[N+](=O)([O-])C1N(ON=C1[N+](=O)[O-])C1=[N+](ON=C1)[O-] 3,4-dinitrofurazanyl-furazan oxide